5-(4-benzofuran-2-yl)-2-chloropyrimidin-5-yl-oxazole O1C(=CC=C2C1=CC=C2)C2(CN=C(N=C2)Cl)C=2OC=CN2